Methyl (S)-2-((tert-butoxycarbonyl)amino)-3-(3-cyclopentyl-4-propoxyphenyl)-propanoate C(C)(C)(C)OC(=O)N[C@H](C(=O)OC)CC1=CC(=C(C=C1)OCCC)C1CCCC1